C1(CC1)CN1C(C(=CC(=C1)CN1CCCCC1)C(=O)NC1=CC(=CC=C1)C(CC1=NN=CN1C)(C)C)=O (cyclopropylmethyl)-N-(3-(2-methyl-1-(4-methyl-4H-1,2,4-triazol-3-yl)propan-2-yl)phenyl)-2-oxo-5-(piperidin-1-ylmethyl)-1,2-dihydropyridine-3-carboxamide